1-(2-aminobenzo[d]thiazol-6-yl)-1-[2-(N,N-dimethylamino)ethyl]-3-(4-chlorophenyl)urea NC=1SC2=C(N1)C=CC(=C2)N(C(=O)NC2=CC=C(C=C2)Cl)CCN(C)C